C(C)N1C=C(C(C2=CC=CC=C12)=O)S(=O)(=O)N1CCC2(C[C@H](CO2)NC[C@@H](COC=2C=C(C=CC2)S(=O)(=O)NC)O)CC1 3-((S)-3-((R)-8-(1-ethyl-4-oxo-1,4-dihydroquinolin-3-ylsulfonyl)-1-oxa-8-azaspiro[4.5]dec-3-ylamino)-2-hydroxypropoxyl)-N-methylbenzenesulfonamide